C1=C(C=CC=2OC3=C(C21)C=CC=C3)[C@@H](C)NC3=CN=C(N(C3=O)CC(=O)OC(C)(C)C)SC tert-butyl (R)-2-(5-((1-(dibenzo[b,d]furan-2-yl)ethyl)amino)-2-(methylthio)-6-oxopyrimidin-1(6H)-yl)acetate